N-(2-fluorophenyl)-6,6-dimethyl-4,6-dihydropyrrolo[3,4-c]pyrazole-5(1H)-carboxamide FC1=C(C=CC=C1)NC(=O)N1C(C=2NN=CC2C1)(C)C